C(C1=CC=CC=C1)N(CCCCCCCCCC)C N-BENZYL-N-METHYLDECAN-1-AMINE